5-bromo-2-fluoro-N-methyl-3-nitro-benzamide BrC=1C=C(C(=C(C(=O)NC)C1)F)[N+](=O)[O-]